FC(C1=CC=C(C=C1)N1CCN(CC1)C(C1=CC(=CC=C1)NC1=CC=NC2=CC(=CC=C12)C(F)(F)F)=O)(F)F 1-(4-trifluoromethylphenyl)-4-{3-[(7-trifluoromethylquinolin-4-yl)amino]benzoyl}piperazine